((Perfluorophenoxy)(phenoxy)phosphoryl)-L-alanine methyl ester COC([C@@H](NP(=O)(OC1=CC=CC=C1)OC1=C(C(=C(C(=C1F)F)F)F)F)C)=O